C(C)N(CC)C(C)S (diethylamino)ethanethiol